2-{3-[(4-methanesulfonyl-2-methoxyphenyl)amino]prop-1-yn-1-yl}-N-(1-methylazepan-4-yl)-1-(2,2,2-trifluoroethyl)-1H-indol-4-amine CS(=O)(=O)C1=CC(=C(C=C1)NCC#CC=1N(C=2C=CC=C(C2C1)NC1CCN(CCC1)C)CC(F)(F)F)OC